(3-cyclopropoxy-1-(1,1-difluoropropan-2-yl)-1H-pyrazol-4-yl)formamide C1(CC1)OC1=NN(C=C1NC=O)C(C(F)F)C